FC=1C=C(C=NC1S(=O)(=O)C)C1=CC(=NC2=C(N=CC=C12)C1=CC=NN1C1OCCCC1)N1[C@@H](COCC1)C 4-[5-fluoro-6-(methylsulfonyl)pyridin-3-yl]-2-[(3R)-3-methylmorpholin-4-yl]-8-[1-(tetrahydro-2H-pyran-2-yl)-1H-pyrazol-5-yl]-1,7-naphthyridine